CCCCCCCCCCCCCCC(=O)OC[C@H](COP(=O)(O)OC[C@@H](C(=O)O)N)OC(=O)CCCCCCC/C=C\C/C=C\CCCCC 1-pentadecanoyl-2-(9Z,12Z-octadecadienoyl)-glycero-3-phosphoserine